C(C1=CC=CC=C1)C=1N(C=2C(=C3CC[C@@H](NC3=CC2)C)N1)CCN1CC2(COC2)CC1 (7S)-2-Benzyl-7-methyl-3-(2-{2-oxa-6-azaspiro[3.4]octan-6-yl}ethyl)-3H,6H,7H,8H,9H-imidazo[4,5-f]chinolin